2-(METHYL(1-OXO-9-OCTADECENYL)AMINO)ETHANESULFONIC ACID CN(CCS(=O)(=O)O)C(CCCCCCCC=CCCCCCCCC)=O